N=1C=CN2C1C=CC(=C2)C2=CNC=1N=C(N=CC12)NCCC(F)(F)F 5-(imidazo[1,2-a]pyridin-6-yl)-N-(3,3,3-trifluoropropyl)-7H-pyrrolo[2,3-d]pyrimidin-2-amine